1-(4-((2-hydroxy-2-methylpropyl)amino)indolin-1-yl)-2-((2-methyl-5-(3-methyl-1,2,4-thiadiazol-5-yl)phenyl)amino)ethan-1-one OC(CNC1=C2CCN(C2=CC=C1)C(CNC1=C(C=CC(=C1)C1=NC(=NS1)C)C)=O)(C)C